N=1C=C(N2C1C=CC=C2)CC#N 2-imidazo[1,2-a]Pyridin-3-ylacetonitrile